5-[(N-tert-butoxycarbonyl-S-methyl-sulfonimidoyl)methyl]benzothiophene-2-carboxylic acid C(C)(C)(C)OC(=O)N=S(=O)(C)CC=1C=CC2=C(C=C(S2)C(=O)O)C1